C(=O)(O)C1=CC(=C(C=C1O)C1=NC=NC(=N1)C1=CC(=C(C=C1)O)O)O 2-(4-Carboxy-2,5-dihydroxyphenyl)-4-(3,4-dihydroxyphenyl)-1,3,5-triazine